ClC1=C(C=C(C=C1)NC=1C2=C(N=CN1)C=CC(=N2)O[C@@H]2CN(CC2)C(=O)OC(C)(C)C)OCC2CC2 tert-butyl (S)-3-((4-((4-chloro-3-(cyclopropylmethoxy)phenyl)amino)pyrido[3,2-d]pyrimidin-6-yl)oxy)pyrrolidine-1-carboxylate